CC1=CC2=C(NC=N2)C=C1NC1=NC2=C(C=CC=C2C=N1)OC1CCC(CC1)O 4-({2-[(5-methyl-1H-benzo[d]imidazol-6-yl)amino]quinazolin-8-yl}oxy)cyclohexanol